1-pentyl-3-butylpyridinium fluoride [F-].C(CCCC)[N+]1=CC(=CC=C1)CCCC